3-[3-bromo-methyl-6-(methylsulfonyl)phenyl]-4,5-dihydroisoxazole BrC=1C(=C(C(=CC1)S(=O)(=O)C)C1=NOCC1)C